FC(C1=CC=C(C=N1)CCCO)(F)F 3-(6-(trifluoromethyl)pyridin-3-yl)propan-1-ol